2-methyl-5,6,7,8-tetrahydro-10H-oxazolo[5,4-d]pyrido[1,2-a]pyrimidin-10-one CC=1OC=2N=C3N(C(C2N1)=O)CCCC3